CC1=C(C=CC=C1C(F)(F)F)[C@@H](C)NC=1C2=C(N=CN1)C=NC(=C2)C=2CCN(CC2)C(C)=O (R)-1-(4-(4-((1-(2-methyl-3-(trifluoromethyl)phenyl)ethyl)amino)pyrido-[3,4-d]pyrimidin-6-yl)-3,6-dihydropyridin-1(2H)-yl)ethan-1-one